5-methyl-4-(naphthalene-2-yl)-1H-pyrrole-2-carboxylic acid methyl ester COC(=O)C=1NC(=C(C1)C1=CC2=CC=CC=C2C=C1)C